(S)-(3-((5-fluoro-2-(1-methyl-1H-pyrazol-5-yl)pyridin-4-yl)oxy)azetidin-1-yl)(5-(5-fluoropyridin-3-yl)-4,5-dihydro-1H-pyrazol-1-yl)methanone FC=1C(=CC(=NC1)C1=CC=NN1C)OC1CN(C1)C(=O)N1N=CC[C@H]1C=1C=NC=C(C1)F